C(=O)=[Fe](C1C=CC=C1)(C1C=CC=C1)=C=O dicarbonyl-(dicyclopentadienyl)iron